ClC1=C(C=CC=C1Cl)C=1C=2N(C(=NC1C)N1CCC3(CC1)OC1=C([C@H]3N[S@](=O)C(C)(C)C)C=CC=C1)C=CN2 (R)-N-((R)-1'-(8-(2,3-dichlorophenyl)-7-methylimidazo[1,2-c]pyrimidin-5-yl)-3H-spiro[benzofuran-2,4'-piperidine]-3-yl)-2-methylpropane-2-sulfinamide